N1(CCC1)C[C@H](C(C)C)N(C(C1=CC=CC=C1)=O)C (S)-N-(1-(Azetidin-1-yl)-3-methylbutan-2-yl)-N-methylbenzamide